N[C@H](C1=CC=CC=C1)CC(=O)O d-β-phenylalanine